ClC1=CC=C(OC(CON2C(C3=CC=CC=C3C2=O)=O)C(C)C)C=C1 2-[2-(4-chloro-phenoxy)-3-methyl-butoxy]-isoindole-1,3-dione